3-(3-((2-((2-cyclopropyl-4-((dimethylamino)methyl)phenyl)amino)-5-(trifluoromethyl)pyrimidin-4-yl)amino)propyl)-1,3-oxazinan-2-one C1(CC1)C1=C(C=CC(=C1)CN(C)C)NC1=NC=C(C(=N1)NCCCN1C(OCCC1)=O)C(F)(F)F